FC=1C=C(C=C(C1)F)CC=1C=C2C(=NNC2=CC1)NC(=O)C=1C=C(C(=O)OC)C=CC1[N+](=O)[O-] methyl 3-[[5-[(3,5-difluorophenyl)methyl]-1H-indazol-3-yl]carbamoyl]-4-nitro-benzoate